((2R,3S,4R,5R)-5-(2-amino-6-(hydroxyamino)-9H-purin-9-yl)-3,4-dihydroxytetrahydrofuran-2-yl)methyl isobutyrate C(C(C)C)(=O)OC[C@H]1O[C@H]([C@@H]([C@@H]1O)O)N1C2=NC(=NC(=C2N=C1)NO)N